methyl 2-(6-bromo-1H-pyrrolo[2,3-b]pyridin-2-yl)-1-methyl-1H-benzo[d]imidazole-5-carboxylate BrC1=CC=C2C(=N1)NC(=C2)C2=NC1=C(N2C)C=CC(=C1)C(=O)OC